O(O)C(C)(CCC(C)(C)OO)C 2,5-dihydroperoxy-2,5-dimethylhexane